BrC=1C2=C(C(N(C1)C)=O)N(C(=C2C(=O)O)C)COCC[Si](C)(C)C 4-bromo-2,6-dimethyl-7-oxo-1-((2-(trimethylsilyl)ethoxy)methyl)-6,7-dihydro-1H-pyrrolo[2,3-c]pyridine-3-carboxylic acid